O1C[C@H](C2=C1C=CC=C2)C[C@H](NC(=O)[C@H]2[C@H]1CC[C@@H](C2)O1)B(O)O [(1R)-2-[(3S)-2,3-dihydro-1-benzofuran-3-yl]-1-{[(1R,2R,4S)-7-oxabicyclo[2.2.1]heptan-2-yl]formamido}ethyl]boronic acid